C(C=C)(=O)NC=1C=C(C=CC1)NC1=NC(=NC=C1F)NC1=CC(=CC=C1)CO 4-(3-acrylamidophenylamino)-5-fluoro-2-(3-(hydroxymethyl)phenylamino)-pyrimidine